C(C)(C)(C)NC(CN(C)C=1C2=C(N=C(N1)C1=NC=CC(=C1)OCCO)CCC2(C)C)=O N-tert-butyl-2-({2-[4-(2-hydroxyethoxy)pyridin-2-yl]-5,5-dimethyl-5H,6H,7H-cyclopenta[d]pyrimidin-4-yl}(methyl)amino)acetamide